6-((6-aminopyrimidin-4-yl)amino)-8-chloro-4',4'-difluoro-2H-spiro[imidazo[1,5-a]pyridine-3,3'-piperidine]-1,5-dione NC1=CC(=NC=N1)NC1=CC(=C2N(C1=O)C1(CNCCC1(F)F)NC2=O)Cl